ClN1C(N(C(N(C1(C)C1=CC=C(C=C1)C=C)Cl)=O)Cl)=O 1,3,5-trichloro-6-methyl-(4'-vinylphenyl)-1,3,5-triazine-2,4-dione